hydroxy-N6-threonylcarbamoyladenosine C[C@H]([C@@H](C(=O)NC(=O)NC1=C2C(=NC=N1)N(C=N2)[C@]3([C@@H]([C@@H]([C@H](O3)CO)O)O)O)N)O